(1S,2S,3S)-N-(8-amino-6-(5-amino-4-methylpyridin-3-yl)-7-fluoroisoquinolin-3-yl)-2-(cyanomethyl)-3-methylcyclopropane-1-carboxamide NC=1C(=C(C=C2C=C(N=CC12)NC(=O)[C@@H]1[C@H]([C@@H]1C)CC#N)C=1C=NC=C(C1C)N)F